The molecule is a fluoroquinolone antibiotic that is 7-oxo-2,3-dihydro-7H-[1,3,4]oxadiazino[6,5,4-ij]quinoline substituted at positions 6, 9 and 10 by carboxy, fluoro and 4-methylpiperazin-1-yl groups, respectively. A synthetic, broad spectrum bactericidal agent, it is used in veterinary medicine, although its mechanism of action is not thoroughly understood. It has a role as an antibacterial drug. It is a fluoroquinolone antibiotic, a member of monofluorobenzenes, a N-alkylpiperazine and a monocarboxylic acid. CN1CCN(CC1)C2=C(C=C3C4=C2OCNN4C=C(C3=O)C(=O)O)F